2-((2-(Dinonylamino)ethyl)(nonyl)amino)ethyl 1-(dinonylglycyl)piperidine-4-carboxylate C(CCCCCCCC)N(CC(=O)N1CCC(CC1)C(=O)OCCN(CCCCCCCCC)CCN(CCCCCCCCC)CCCCCCCCC)CCCCCCCCC